C(#N)C=1C=C(C=NC1N1N=CC=N1)NC(=O)C=1C=NN(C1C(F)(F)F)C1=CC(=NC=C1C)NC(OC(C)(C)C)=O tert-butyl (4-(4-((5-cyano-6-(2H-1,2,3-triazol-2-yl)pyridin-3-yl)carbamoyl)-5-(trifluoromethyl)-1H-pyrazol-1-yl)-5-methylpyridin-2-yl)carbamate